CC=1C(=C(C=C(C1)C(F)(F)F)O)C=1C=CC=2C(N1)=NN(C2)[C@H]2CCC1=C(N(N=N1)C)C2 |o1:21| (S or R)-3-methyl-2-(2-(1-methyl-4,5,6,7-tetrahydro-1H-benzo[d][1,2,3]triazol-6-yl)-2H-pyrazolo[3,4-b]pyridin-6-yl)-5-(trifluoromethyl)phenol